[7-[[6-methyl-4-(methylamino)-2-pyridinyl] amino]-2,3-dihydro-1,4-benzodioxin-5-yl] triflate O(S(=O)(=O)C(F)(F)F)C1=CC(=CC=2OCCOC21)NC2=NC(=CC(=C2)NC)C